Imidazo[1,2-a]pyridin-3-yl-(4-nitrophenyl)methanol ethyl-2-(2-((2-(((tert-butyldimethylsilyl)oxy)methyl)-7-iodobenzofuran-5-yl)methoxy)phenyl)acetate C(C)C(C(=O)OC(C1=CC=C(C=C1)[N+](=O)[O-])C1=CN=C2N1C=CC=C2)C2=C(C=CC=C2)OCC=2C=C(C1=C(C=C(O1)CO[Si](C)(C)C(C)(C)C)C2)I